isopropyl 2-((1,2,3,5,6,7-hexahydro-s-indacen-4-yl)amino)-5-(isoxazol-3-yl)-4,5-dihydrooxazole-5-carboxylate C1CCC2=C(C=3CCCC3C=C12)NC=1OC(CN1)(C(=O)OC(C)C)C1=NOC=C1